FC1=CC=C(C=C1)[C@@H](N)C(=O)O 4-Fluoro-D-α-phenylglycine